[OH-].OCC[N+](C)(C)C Cholin Hydroxide